(dithiothreitol) phosphate P(=O)(O)(O)O[C@H](CS)[C@H](O)CS